C(C1=CC=CC=C1)OC1=NC(=CC=C1OC1=CC=C(C(=N1)C)N1CCC2(OCCO2)CC1)OCC1=CC=CC=C1 8-(6-((2,6-bis(benzyloxy)pyridin-3-yl)oxy)-2-methylpyridin-3-yl)-1,4-dioxa-8-azaspiro[4.5]decane